ClC=1C=C2C(=CN1)N(C(=C2)C=2C(=NC=NC2OC)OC)C([2H])([2H])[2H] 5-chloro-2-(4,6-dimethoxypyrimidin-5-yl)-1-(methyl-d3)-1H-pyrrolo[2,3-c]pyridine